FC1=C(C=C(C=C1)F)C=1C=C2C[C@@H](CC2=CC1)C(=O)N1[C@H](CC2=CC=C(C=C12)S(=O)(=O)N)C (S)-1-((R)-5-(2,5-difluorophenyl)-2,3-dihydro-1H-indene-2-carbonyl)-2-methylindoline-6-sulfonamide